BrC=1N=C(C(N(C1)C1=CC=C(C=C1)F)=O)C=1C=NN(C1)CC1=CC=C(C=C1)OC 5-bromo-1-(4-fluorophenyl)-3-(1-(4-methoxybenzyl)-1H-pyrazol-4-yl)pyrazin-2(1H)-one